2-(2,6-dioxopiperidin-3-yl)-4-(4-((4-(ethylsulfonyl)piperazin-1-yl)methyl)-3-fluorobenzylamino)isoindoline-1,3-dione O=C1NC(CCC1N1C(C2=CC=CC(=C2C1=O)NCC1=CC(=C(C=C1)CN1CCN(CC1)S(=O)(=O)CC)F)=O)=O